C(C)(C)(C)OO t-Butyl Hydroperoxid